(R,E)-3-(3-chloro-4-phenoxyphenyl)-1-(1-cinnamoylpyrrolidin-3-yl)-1H-imidazo[4,5-c]pyridin-2(3H)-one ClC=1C=C(C=CC1OC1=CC=CC=C1)N1C(N(C2=C1C=NC=C2)[C@H]2CN(CC2)C(\C=C\C2=CC=CC=C2)=O)=O